ClC1=C(C(=O)N(C)C)C=CC(=C1)NC1=NC=C(C(=N1)N[C@H](CO)C1=CC=CC=C1)C=1OC(=NN1)C(F)F 2-chloro-4-[[5-[5-(difluoromethyl)-1,3,4-oxadiazol-2-yl]-4-[[(1S)-2-hydroxy-1-phenyl-ethyl]amino]pyrimidin-2-yl]amino]-N,N-dimethyl-benzamide